1-ethyl-3-(3-sulfopropyl)-1H-imidazol-3-ium C(C)N1C=[N+](C=C1)CCCS(=O)(=O)O